C(C=CC)=O but-2-en-1-on